(S)-3-(4-aminobut-1-yn-1-yl)-N-(2,6-dioxopiperidin-3-yl)-2-fluorobenzamide NCCC#CC=1C(=C(C(=O)N[C@@H]2C(NC(CC2)=O)=O)C=CC1)F